C(C1=CC=CC=C1)N1C[C@@]2(C[C@@]2(C1)C(F)(F)F)C=1N=NN(C1)C1CCN(CC1)C(=O)OC(C)(C)C Tert-butyl 4-(4-((1S,5R)-3-benzyl-5-(trifluoromethyl)-3-azabicyclo[3.1.0]hexan-1-yl)-1H-1,2,3-triazol-1-yl)piperidine-1-carboxylate